ClC1=CC=C(O1)CNC1=CC=C(C=C1)C N-(5-chloro-2-furylmethyl)-p-toluidine